C(#N)C1=CC=C(C=C1)S(=O)(=O)C1=CC=C(C=C1)NC(=O)NCC=1C=NNC1 1-[4-(4-Cyano-benzenesulfonyl)-phenyl]-3-(1H-pyrazol-4-ylmethyl)-urea